ClC1=C2C(=NC=C1C=1C=C(C=CC1)N1C(CN(CC1)C(C=O)C)=O)NC=C2C2CC2 (4-(3-(4-chloro-3-cyclopropyl-1H-pyrrolo[2,3-b]pyridin-5-yl)phenyl)-3-oxopiperazin-1-yl)propanal